COC(=O)C1=C2C=CN(C2=CC=C1)C1C2(CC1(C2)C(=O)OC)C(=O)OC Dimethyl 2-(4-(methoxycarbonyl)-1H-indol-1-yl)bicyclo[1.1.1]pentane-1,3-dicarboxylate